BrC1=C2CCC=NC2=CC=C1 5-bromo-3,4-dihydroquinolin